(S)-4-(4-methylpyrazolo[1,5-a]pyridin-2-yl)-5-(pyrazin-2-yl)-4,5,6,7-tetrahydro-1H-imidazo[4,5-c]pyridine CC=1C=2N(C=CC1)N=C(C2)[C@H]2N(CCC1=C2N=CN1)C1=NC=CN=C1